N[C@@H](C)C(=O)OC1CCN(CC1)C(=O)OC(C)(C)C tert-butyl 4-((L-alanyl)oxy)piperidine-1-carboxylate